bis(diphenylphosphino)ferrocene palladium(II) dichloride [Pd](Cl)Cl.C1(=CC=CC=C1)P(C1=CC=CC=C1)[C-]1C=CC=C1.[C-]1(C=CC=C1)P(C1=CC=CC=C1)C1=CC=CC=C1.[Fe+2]